3-chloro-6-(1-(4-(6-(pyrrolidin-1-yl)pyrazin-2-yl)-1H-1,2,3-triazol-1-yl)ethyl)pyridazine ClC=1N=NC(=CC1)C(C)N1N=NC(=C1)C1=NC(=CN=C1)N1CCCC1